N-(4-((2-(1,1-difluoroethyl)-6-isopropoxypyrimidin-4-yl)amino)-5-(2-methoxyethoxy)pyridin-2-yl)acetamide FC(C)(F)C1=NC(=CC(=N1)NC1=CC(=NC=C1OCCOC)NC(C)=O)OC(C)C